N-(1-(1-(3,4-Difluoro-5-hydroxyphenyl)-1H-indazol-5-yl)piperidin-4-yl)methane-sulfonamide FC=1C=C(C=C(C1F)O)N1N=CC2=CC(=CC=C12)N1CCC(CC1)NS(=O)(=O)C